CN(C1=CC=C(C=C1)C(CC(C(=O)OC)C(=O)OC)=O)C Dimethyl {2-[4-(dimethylamino)phenyl]-2-oxoethyl}malonate